3-(2,8-diphenylimidazo[1,2-a]pyridin-6-yl)aniline C1(=CC=CC=C1)C=1N=C2N(C=C(C=C2C2=CC=CC=C2)C=2C=C(N)C=CC2)C1